1-(cycloheptyl)-2,3,6-trimethylpiperidine C1(CCCCCC1)N1C(C(CCC1C)C)C